FC=1C=C2CCN(CC2=CC1)C1=CC(=C(C(=C1)C)NC(CC(C)(C([2H])([2H])[2H])C([2H])([2H])[2H])=O)C N-(4-(6-fluoro-3,4-dihydroisoquinolin-2(1H)-yl)-2,6-dimethylphenyl)-3,3-bis(methyl-d3)butanamide